3-(2-(1-chloropropoxy)-2,2-diphenylacetoxy)spiro[bicyclo[3.2.1]octane-8,1'-pyrrolidin]-8-ium chloride [Cl-].ClC(CC)OC(C(=O)OC1CC2CCC(C1)[N+]21CCCC1)(C1=CC=CC=C1)C1=CC=CC=C1